6-methoxypicolinic acid COC1=CC=CC(=N1)C(=O)O